NC1=C(C=CC(=C1)F)C1=NC=C(C(=O)NC=2C=NC(=C(C2)Cl)N2N=CC=N2)C(=C1)Cl 6-(2-amino-4-fluorophenyl)-4-chloro-N-(5-chloro-6-(2H-1,2,3-triazol-2-yl)pyridin-3-yl)nicotinamide